3-({[(4R)-7-[(4-ethoxyphenyl)(methyl)amino]-3,4-dihydro-2H-1-benzopyran-4-yl]methyl}amino)pyridine-4-carboxylic acid methyl ester COC(=O)C1=C(C=NC=C1)NC[C@@H]1CCOC2=C1C=CC(=C2)N(C)C2=CC=C(C=C2)OCC